CC(=C)C(=C)C 2,3-dimethyl-butadiene